4-[4-(4-{[dimethyl(oxo)-λ6-sulfanylidene]amino}phenoxy)piperidin-1-yl]-1-methyl-2-oxo-1,2-dihydroquinoline-3-carbonitrile CS(=O)(C)=NC1=CC=C(OC2CCN(CC2)C2=C(C(N(C3=CC=CC=C23)C)=O)C#N)C=C1